4-amino-8-(3-methylpyrazin-2-yl)-N-propylisoquinoline-3-carboxamide NC1=C(N=CC2=C(C=CC=C12)C1=NC=CN=C1C)C(=O)NCCC